(R)-5-(2-{[1-(2,2-difluoroethyl)-1H-pyrazol-4-yl]sulfonyl}-2H,4H,5H,6H-pyrrolo[3,4-c]pyrazole-5-carbonyl)-2,3,4,5-tetrahydro-1,4-benzoxazepin-3-one FC(CN1N=CC(=C1)S(=O)(=O)N1N=C2C(=C1)CN(C2)C(=O)[C@@H]2NC(COC1=C2C=CC=C1)=O)F